C(C)OC(C1=C(C=C(C(=O)O)C(=C1)O)O)=O 2,5-dihydroxyterephthalic acid ethyl ester